3-(Difluoromethyl)-N-(4-methyl-1,1-dioxidotetrahydro-2H-thiopyran-4-yl)-5-((3-(2,2,2-trifluoroethoxy)pyridin-2-yl)oxy)pyrazolo[1,5-a]pyridine-2-carboxamide FC(C=1C(=NN2C1C=C(C=C2)OC2=NC=CC=C2OCC(F)(F)F)C(=O)NC2(CCS(CC2)(=O)=O)C)F